N-(3-(1-aminocyclobutyl)phenyl)-2-(6,7-difluoro-9H-carbazol-2-yl)acetamide hydrochloride Cl.NC1(CCC1)C=1C=C(C=CC1)NC(CC1=CC=2NC3=CC(=C(C=C3C2C=C1)F)F)=O